5-(2,6-Dichloropyridin-4-yl)-1-methyl-1H-pyrazole-4-carboxylic acid ClC1=NC(=CC(=C1)C1=C(C=NN1C)C(=O)O)Cl